tert-butyl ((1r,4r)-4-(2-(6-chloro-4-((tetrahydro-2H-pyran-4-yl)amino)nicotinoyl)hydrazine-1-carbonyl)cyclohexyl)(methyl)carbamate ClC1=NC=C(C(=O)NNC(=O)C2CCC(CC2)N(C(OC(C)(C)C)=O)C)C(=C1)NC1CCOCC1